C(CCCCC)C=1C=C(C(=C(C1)O)[C@@H]1C=C(CC[C@H]1C(=C)C)C)O 5-hexyl-2-[(1R,6R)-3-methyl-6-(1-methylethenyl)-2-cyclohexen-1-yl]-1,3-benzenediol